N-(3,4-difluorobenzyl)-4-(1-(difluoromethyl)-1H-indazol-5-yl)-5-(6-methylpyridin-2-yl)-1H-imidazol-2-amine FC=1C=C(CNC=2NC(=C(N2)C=2C=C3C=NN(C3=CC2)C(F)F)C2=NC(=CC=C2)C)C=CC1F